amino-carbamoyl-piperidine-1-carboxylic acid benzyl ester C(C1=CC=CC=C1)OC(=O)N1C(CCCC1)(C(N)=O)N